3-(azetidin-1-yl)-N-(2-(2-chloro-3-methylphenyl)propan-2-yl)propanamide N1(CCC1)CCC(=O)NC(C)(C)C1=C(C(=CC=C1)C)Cl